3-(4-amino-3-fluorophenyl)-N-((5-(5-(4,4-difluoropiperidine-1-carbonyl)pyridin-2-yl)-7-(trifluoromethyl)benzofuran-2-yl)methyl)acrylamide NC1=C(C=C(C=C1)C=CC(=O)NCC=1OC2=C(C1)C=C(C=C2C(F)(F)F)C2=NC=C(C=C2)C(=O)N2CCC(CC2)(F)F)F